4-[(3-bromo-1-{[2-(trimethylsilyl)ethoxy]methyl}-1H-pyrrolo[2,3-b]pyridin-4-yl)oxy]-3,5-difluoroaniline BrC1=CN(C2=NC=CC(=C21)OC2=C(C=C(N)C=C2F)F)COCC[Si](C)(C)C